C(C1=CC=CC=C1)NC=1C(=C(C(=C(C1S(N)(=O)=O)F)F)SCCC(=O)O)F 3-((3-(benzylamino)-2,5,6-trifluoro-4-sulfamoylphenyl)thio)propanoic acid